COC1=CC=C2C(=NC=NC2=C1)OC1=CC(=C(C=C1)N1C(N(CC1=O)C=1C=NC=C(C1)C(F)(F)F)=O)N1CCCC1 3-{4-[(7-methoxy-4-quinazolinyl)oxy]-2-(1-pyrrolidinyl)phenyl}-1-[5-(trifluoromethyl)-3-pyridinyl]-2,4-imidazolidinedione